isobenzofuran-1,3-diimine C1(OC(C2=CC=CC=C12)=N)=N